FC=1C=C(C=CC1)N1N=C(C=C(C1=O)C(=O)N[C@@H](CO)CC1=CC=CC=C1)C1=CC=C(C=C1)C(F)(F)F 2-(3-fluorophenyl)-N-[(2R)-1-hydroxy-3-phenylpropan-2-yl]-3-oxo-6-[4-(trifluoromethyl)phenyl]-2,3-dihydropyridazine-4-carboxamide